N-(3-(3-ethyl-5-(2-(2-hydroxyethyl)piperidin-1-yl)pyrazolo[1,5-a]pyrimidin-7-ylamino)phenyl)acrylamide C(C)C=1C=NN2C1N=C(C=C2NC=2C=C(C=CC2)NC(C=C)=O)N2C(CCCC2)CCO